C1C(CC2=CC=CC=C12)NC(=O)C=1C(=NC=CN1)NC(=O)N1CCN(CC1)S(=O)(=O)NC(OC[C@@H]1NCCC1)=O (R)-pyrrolidin-2-ylmethyl ((4-((3-((2,3-dihydro-1H-inden-2-yl)carbamoyl)pyrazin-2-yl)carbamoyl)piperazin-1-yl)sulfonyl)carbamate